CC(C)(C)[S@](=O)N=CCCC=C (S)-2-methyl-N-(pent-4-en-1-ylidene)propane-2-sulfinamide